pyrazino[2,3-b]azepin-6(5H)-one N1=CC=NC=2NC(CC=CC21)=O